ClC=1C=C(CN2C[C@@H](OCC2)CNC(CSC=2SC=C(N2)C2=CC(=C(C=C2)OC)OC)=O)C=CC1Cl (2S)-N-{[4-(3,4-dichlorobenzyl)morpholin-2-yl]methyl}[4-(3,4-dimethoxyphenyl)thiazol-2-ylsulfanyl]acetamide